C(C)N(C1=CC=C2C=C(C(NC2=C1)=O)C=NO)CC 7-(diethylamino)-2-oxo-1,2-dihydroquinoline-3-formaldehyde oxime